FC1(CCN(CC1)CC=1C=C(C(=C(C1)[C@H](C(=O)O)N1C[C@@H](CC1)OCCCCCC1=NC=2NCCCC2C=C1)OC)F)F (R)-2-(5-((4,4-difluoropiperidin-1-yl)methyl)-3-fluoro-2-methoxyphenyl)-2-((R)-3-((5-(5,6,7,8-tetrahydro-1,8-naphthyridin-2-yl)pentyl)oxy)pyrrolidin-1-yl)acetic acid